(S)-tert-butyl 2-(6-(3-methyl-1H-Pyrrolo[2,3-b]pyridin-5-yl)-2-(pyrazolo[1,5-a]pyrimidine-3-carbonyl)-1,2,3,4-tetrahydroisoquinoline-8-yl)pyrrolidine-1-carboxylate CC1=CNC2=NC=C(C=C21)C=2C=C1CCN(CC1=C(C2)[C@H]2N(CCC2)C(=O)OC(C)(C)C)C(=O)C=2C=NN1C2N=CC=C1